3-[2-(2-ethoxyethoxy)ethoxy]propionic acid C(C)OCCOCCOCCC(=O)O